C(C)C=1C(C(C)C=C(C1)CC)(N)N 3,5-diethyltoluene-2,2-diamine